8-fluoro-7-(8-fluoronaphthalen-1-yl)-2-((hexahydro-1H-pyrrolizin-7a-yl)methoxy)-N-((1-methylcyclobutyl)methyl)pyrido[4,3-d]pyrimidin-4-amine FC1=C(N=CC2=C1N=C(N=C2NCC2(CCC2)C)OCC21CCCN1CCC2)C2=CC=CC1=CC=CC(=C21)F